C(CCCCCC)C1(CCCC1)C=1C=C(C=2[C@H]3[C@H](C(OC2C1)(C)C)CC=C(C3)C)O (6Ar,10aR)-3-(1-heptylcyclopentyl)-6,6,9-trimethyl-6a,7,10,10a-tetrahydrobenzo[c]chromen-1-ol